C(CCCCCCCCCCC)NC=1SC2=C(N1)C=CC1=CC=CC=C12 2-Dodecanylaminonaphtho[2,1-d]thiazole